5-Acetamido-N,N'-bis(2,3-dihydroxypropyl)-2,4,6-triiodoisophthalamid C(C)(=O)NC=1C(=C(C(=C(C(=O)NCC(CO)O)C1I)I)C(=O)NCC(CO)O)I